(E)-3-[4-[3-(Tert-butylamino)-2-hydroxypropoxy]phenyl]-1-phenylprop-2-en-1-one C(C)(C)(C)NCC(COC1=CC=C(C=C1)/C=C/C(=O)C1=CC=CC=C1)O